methyl-(t-butoxycarbonyl)-L-alanine CN([C@@H](C)C(=O)O)C(=O)OC(C)(C)C